S(=O)(=O)(O)CCCCN1S(=O)(=O)C2=CC=CC=C2C1=O.[Na] sodium N-(4-sulfobutyl)-saccharin